dipropoxy fumarate C(\C=C\C(=O)OOCCC)(=O)OOCCC